CC1=CC=C2C=CC=NC2=C1S(=O)(=O)NC1=C(C=C(C=C1)C(C)C)C#CC=1C=CC=NC1 5-{2-[2-(7-Methylchinolin-8-sulfonamido)-5-(propan-2-yl)phenyl]ethynyl}-pyridin